(Z)-2-(2-((3,5-dimethyl-1H-pyrrol-2-yl)methylene)-3-methoxy-2H-pyrrol-5-yl)-4,5,6,7-tetrahydro-1H-indole CC1=C(NC(=C1)C)\C=C\1/N=C(C=C1OC)C=1NC=2CCCCC2C1